C(C=C)(=O)N1CCN(CC1)C1CN(C1)C1=CC(=NC(=C1C#N)C(F)(F)F)N1CCC2(C(=C[C@@H](O2)C)Cl)CC1 (S)-4-(3-(4-acryloylpiperazin-1-yl)azetidin-1-yl)-6-(4-chloro-2-methyl-1-oxa-8-azaspiro[4.5]dec-3-en-8-yl)-2-(trifluoromethyl)nicotinonitrile